C(C)(C)(C)OC(N(C1=CC(=CC=C1)C(F)(F)F)C=1SC=C(N1)C1=CC(=CC=C1)NC(=O)Cl)=O.NCCOC1=CC2=C(N(C(N2C)=O)C2C(NC(CC2)=O)=O)C=C1 3-[5-(2-aminoethoxy)-3-methyl-2-oxo-benzimidazol-1-yl]piperidine-2,6-dione tert-butyl-(4-(3-((chlorocarbonyl)amino)phenyl)thiazol-2-yl)(3-(trifluoromethyl)phenyl)carbamate